(R)-3-(3,4-dichlorophenyl)-1-ethyl-1,3,8-triazaspiro[4.6]undecane-2,4-dione ClC=1C=C(C=CC1Cl)N1C(N([C@@]2(C1=O)CCNCCC2)CC)=O